1-ethyl-3-(3-methylenepropyl)carbodiimide-HCl Cl.C(C)N=C=NCCC=C